4-((2r,4s)-4-(4-fluoro-1H-pyrazol-1-yl)-1-((5-methoxy-7-methyl-1H-indol-4-yl)methyl)piperidin-2-yl)benzoic acid FC=1C=NN(C1)[C@@H]1C[C@@H](N(CC1)CC1=C2C=CNC2=C(C=C1OC)C)C1=CC=C(C(=O)O)C=C1